FC=1C=C(C=CC1)[C@H](CNC(C)(C)C1CCC(CC1)OC)O (R)-1-(3-Fluorophenyl)-2-((2-((1s,4S)-4-methoxycyclohexyl)propan-2-yl)-amino)ethan-1-ol